1-(o-methylphenyl)biguanide CC1=C(C=CC=C1)NC(=N)NC(=N)N